FC=1C=C2C(=CNC2=CC1)C1N(CCC2=CC(=CC=C12)N1CCC2(CC2)CC1)C(=O)N (5-fluoro-1H-indol-3-yl)-6-(6-azaspiro[2.5]octane-6-yl)-3,4-dihydroisoquinoline-2(1H)-carboxamide